ClC1=CC=C(O[C@H](C(=O)NOC2CCC2)CCCC)C=C1 (2S)-2-(4-chlorophenoxy)-N-cyclobutoxyhexanamide